C1(CC1)CONC(=NC(CC1=CC=CC=C1)=O)C1=C(C(=CC=C1OC(F)F)F)F N-[[(cyclopropylmethoxy)amino][6-(difluoromethoxy)-2,3-difluorophenyl]-methylene]phenylacetamide